Cl.FC([C@@H]1NCCOC1)(F)F (R)-3-(trifluoromethyl)morpholine HCl salt